C(CCC)N(C(OC(C)(C)C)=O)C[C@@H](C=1C=NC(=NC1)NC(C(C)C)=O)O tert-butyl (R)-butyl(2-hydroxy-2-(2-isobutyramido-pyrimidin-5-yl)ethyl)carbamate